C(#N)C(C(=O)OC1=C(C=CC=C1)C)=C tolyl α-cyanoacrylate